tert-butyl 4-(methoxymethyl)-2-azabicyclo[2.2.2]octane-2-carboxylate COCC12CN(C(CC1)CC2)C(=O)OC(C)(C)C